(R)-4-(1,4-dimethyl-1H-pyrazol-5-yl)-6-(3-methylmorpholino)-N-(1H-pyrazol-5-yl)pyridin-2-amine CN1N=CC(=C1C1=CC(=NC(=C1)N1[C@@H](COCC1)C)NC1=CC=NN1)C